FC(C(=O)O)(F)F.FC(C(=O)O)(F)F.C(C1=CC=CC=C1)N1C(=NN=C1C1=C(C=C(C=C1)C=1CCNCC1)F)C1=C(C=C(C=C1)C=1CCNCC1)F 4,4'-((4-benzyl-4H-1,2,4-triazole-3,5-diyl)bis(3-fluoro-4,1-phenylene))bis(1,2,3,6-tetrahydropyridine) bistrifluoroacetic acid salt